FC1=C(C=C(C(=C1)B1OC(C(O1)(C)C)(C)C)OC)C=1C=NN(C1)C(=O)OC(C)(C)C tert-Butyl 4-(2-fluoro-5-methoxy-4-(4,4,5,5-tetramethyl-1,3,2-dioxaborolan-2-yl)phenyl)-1H-pyrazole-1-carboxylate